C1(CC1)C(=O)NC1=NC=CC(=N1)C(=O)N 2-(cyclopropanecarboxamido)pyrimidine-4-carboxamide